N-(4-fluoro-3-((2-((1-(1-methylpiperidin-4-yl)-1H-pyrazol-4-yl)amino)-5-(4-(trifluoromethyl)phenyl)pyrimidin-4-yl)amino)phenyl)acrylamide FC1=C(C=C(C=C1)NC(C=C)=O)NC1=NC(=NC=C1C1=CC=C(C=C1)C(F)(F)F)NC=1C=NN(C1)C1CCN(CC1)C